[Si](C)(C)(C(C)(C)C)OC1CC=C(CC1)C1=CC=C2C(=N1)N(C(=N2)C2=NC(=CC(=C2C(=O)N)C2=CC(=NC=C2OC)Cl)C)CC2=CC=C(C=C2)OC (5-(4-(tert-Butyldimethylsilanyloxy)cyclohex-1-en-1-yl)-3-(4-methoxybenzyl)-3H-imidazo[4,5-b]pyridin-2-yl)-2'-chloro-5'-methoxy-6-methyl-[4,4'-bipyridin]-3-carboxamide